ClC=1C=C(C=CC1C#N)N1CC2(CC1C)CCN(CC2)C2=CC(=C(C(=O)O)C=C2)F 4-(2-(3-Chloro-4-cyanophenyl)-3-methyl-2,8-diazaspiro[4.5]decan-8-yl)-2-fluorobenzoic acid